NC1=NC=CC=C1C1=NC=2C(=NC(=CC2)C2=CC=CC=C2)N1C=1C=CC(=NC1)N1CC(CC1)C(C(=O)O)(C)C 2-(1-(5-(2-(2-aminopyridin-3-yl)-5-phenyl-3H-imidazo[4,5-b]pyridin-3-yl)pyridin-2-yl)pyrrolidin-3-yl)-2-methylpropanoic acid